ClC=1C(=CC(=NC1)NCC(F)(F)F)C=1C=C2N(CCN(C2=O)CC2=C(C=CC(=C2)F)CO)C1 7-(5-chloro-2-((2,2,2-trifluoroethyl)amino)pyridine-4-yl)-2-(5-fluoro-2-(hydroxymethyl)benzyl)-3,4-dihydropyrrolo[1,2-a]pyrazine-1(2H)-one